ClC=1C=C(\C=N\C2=CC=C(C(=O)O)C=C2)C=C(C1OC(\C=C\C1=CC(=CC=C1)OC)=O)OC 4-((E)-((E)-3-chloro-5-methoxy-4-((E)-3-(3-methoxyphenyl)acryloyloxy)benzylidene)amino)benzoic acid